C1(=C(C=CC=C1)NC1=CC=2C(C3=CC=CC=C3C2C=C1)(C1=CC=CC=C1)C1=CC=CC=C1)C1=CC=CC=C1 N-[1,1'-biphenyl]-2-yl-9,9-diphenyl-9H-fluoren-2-amine